2-(ethoxymethyl)-4-fluoroindoline C(C)OCC1NC2=CC=CC(=C2C1)F